5-bromo-3''-chloro-4''-((3,5-difluoropyridine-2-yl)methoxy)-3-(2-hydroxypropane-2-yl)-5',6''-dimethyl-2H,2''H-[1,2':4',1''-terpyridine] BrC=1C=C(CN(C1)C1=NC=C(C(=C1)N1CC(=C(C=C1C)OCC1=NC=C(C=C1F)F)Cl)C)C(C)(C)O